3-bromo-4-isopropoxy-pyridine BrC=1C=NC=CC1OC(C)C